N1(CCN(CC1)C(=S)[S-])C(=S)[S-].[K+].[K+] potassium piperazine-1,4-bisdithiocarboxylate